diiodomethyl-4-methylphenyl sulfone IC(I)C1=C(C=CC(=C1)C)S(=O)(=O)C1=C(C=C(C=C1)C)C(I)I